3-(4-trifluoromethyl-benzyl)-5-isopropyl-1-oxa-5-azaspiro[5.5]undec-7,10-diene-4,9-dione FC(C1=CC=C(CC2COC3(N(C2=O)C(C)C)C=CC(C=C3)=O)C=C1)(F)F